CO[Si](OC)(OC)CCCNCCC[Si](OC)(OC)OC bis(trimethoxysilyl-propyl)amine